4-amino-3-[6-(4-fluoro-2-propoxyphenyl)pyridine-3-ylazo]naphthalene NC1=C(C=CC2=CC=CC=C12)N=NC=1C=NC(=CC1)C1=C(C=C(C=C1)F)OCCC